3-chloro-2-[(4-methoxyphenyl)methyl]isoquinolin-1-one ClC=1N(C(C2=CC=CC=C2C1)=O)CC1=CC=C(C=C1)OC